5-methyladenosine 5'-triphosphate P(O)(=O)(OP(=O)(O)OP(=O)(O)O)OC[C@@H]1[C@H]([C@H]([C@@H](O1)N1C=NC2(C(=N)N=CN=C12)C)O)O